(±)-1-Fluoro-N-(5-(trifluoromethoxy)pyridin-2-yl)-6,7,8,9-tetrahydro-5H-5,8-epiminocyclohepta[c]pyridine-10-carboxamide FC1=NC=CC2=C1CC1CCC2N1C(=O)NC1=NC=C(C=C1)OC(F)(F)F